C(C)(C)(C)C1=NN=C(O1)C1CC(CC1)C1=CC(=NN1)NC1=C(C2=C(NS(C2)(=O)=O)C=C1)F 5-((5-(3-(5-(tert-butyl)-1,3,4-oxadiazol-2-yl)cyclopentyl)-1H-pyrazol-3-yl)amino)-4-fluoro-1,3-dihydrobenzo[c]isothiazole 2,2-dioxide